C(C)C=1C=C(C(=O)N2C[C@H]([C@@H](CC2)C(=O)N2CCC(CC2)(O)CN2C=NC3=C(C2=O)C=CN3C)C3=CC=CC=C3)C=CC1 3-[(1-{[(3R,4R)-1-(3-ethylbenzoyl)-3-phenylpiperidin-4-yl]carbonyl}-4-hydroxypiperidin-4-yl)methyl]-7-methyl-3,7-dihydro-4H-pyrrolo[2,3-d]pyrimidin-4-one